t-butylperoxyn-butyl monocarbonate C(OCCCCOOC(C)(C)C)([O-])=O